7-fluoro-3,4-dihydro-1H-2-benzopyran-4-amine FC1=CC2=C(C(COC2)N)C=C1